CN=C(C1=C(C(=CC=C1)NC(=O)C1=CC2=C(OC(O2)(F)F)C=C1)F)Br N-methyl-2,2-difluoro-1,3-benzodioxole-5-carboxamido-2-fluorobenzenecarboximidoyl bromide